CC1=C(C=C(C=C1)NC(C=C)=O)OC=1C=NC=C(C1)C(F)(F)F N-[4-methyl-3-[[5-(trifluoromethyl)-3-pyridyl]oxy]phenyl]prop-2-enamide